2-[5-(2-trimethylsilylethynyl)-3-pyridinyl]-3,6-dihydro-2H-pyridine-1-carboxylic acid tert-butyl ester C(C)(C)(C)OC(=O)N1C(CC=CC1)C=1C=NC=C(C1)C#C[Si](C)(C)C